ClC=1C=C(C=C(C1CC=1C=C2C(=CNC2=CC1)C)Cl)N1N=C(C(NC1=O)=O)C#N 2-(3,5-dichloro-4-((3-methyl-1H-indol-5-yl)methyl)phenyl)-3,5-dioxo-2,3,4,5-tetrahydro-1,2,4-triazine-6-carbonitrile